(R)-1-(1-aminopropan-2-yl)-5-(trifluoromethyl)-1H-pyrrole NC[C@@H](C)N1C=CC=C1C(F)(F)F